(n-tetradecyl acrylate) n-hexadecyl-acrylate C(CCCCCCCCCCCCCCC)OC(C=C)=O.C(CCCCCCCCCCCCC)C(C(=O)O)=C